CC1=CC=C(OCC(O)OCCC2=CC=CC=C2)C=C1 2-(4-methylphenoxy)-1-(2-phenylethoxy)-ethanol